6-fluoro-3-nitro-2H-chromene FC=1C=C2C=C(COC2=CC1)[N+](=O)[O-]